1-(4-(5-(4-aminophenyl)-2-(butylamino)-7H-pyrrolo[2,3-d]pyrimidin-7-yl)piperidin-1-yl)-2-methylpropan-1-one NC1=CC=C(C=C1)C1=CN(C=2N=C(N=CC21)NCCCC)C2CCN(CC2)C(C(C)C)=O